C(CCCCC)OC=1C2=CC=CC=C2C=C2C=CC=CC12 9-(n-hexyloxy)anthracene